4-(4-((1R,5S)-3,8-diazabicyclo[3.2.1]octan-3-yl)-6-chloro-8-fluoro-2-((1-methylpiperidin-4-yl)oxy)quinazolin-7-yl)naphthalen-2-ol [C@H]12CN(C[C@H](CC1)N2)C2=NC(=NC1=C(C(=C(C=C21)Cl)C2=CC(=CC1=CC=CC=C21)O)F)OC2CCN(CC2)C